ClC=1NC2=CC=CC=3C4=C[C@H](CN([C@H]4CC1C32)C)C(=O)N(CC)CC (6aS,9R)-5-chloro-N,N-diethyl-7-methyl-4,6,6a,7,8,9-hexahydroindolo[4,3-fg]quinoline-9-carboxamide